C(C)N1N=C(C=C1NC(CC1=CC=CC=C1)=O)CC1=CC=C(C=C1)F N-(1-ethyl-3-(4-fluorobenzyl)-1H-pyrazol-5-yl)-2-phenylacetamide